1-(((9Z,12Z,15Z)-octadeca-9,12,15-trienoyl)oxy)-3-(((9Z,12Z)-octadeca-9,12-dienoyl)oxy)propan-2-yl 3-((dimethylamino)methyl)azetidine-1-carboxylate CN(C)CC1CN(C1)C(=O)OC(COC(CCCCCCC\C=C/C\C=C/C\C=C/CC)=O)COC(CCCCCCC\C=C/C\C=C/CCCCC)=O